FC(OC1=CC=C(C=C1)C=1C=C2C=C(C(N(C2=NC1)CCN1CCOCC1)=O)C(=O)NC1CC2(C1)CCC2)F 6-(4-(difluoromethoxy)phenyl)-1-(2-morpholinylethyl)-2-oxo-N-(spiro[3.3]hept-2-yl)-1,2-dihydro-1,8-naphthyridine-3-carboxamide